[Si](C)(C)(C(C)(C)C)N=[S@](=O)(NCC1CC1)C1=CC=C(C=C1)[N+](=O)[O-] (R)-N'-(tert-butyldimethylsilyl)-N-(cyclopropylmethyl)-4-nitrobenzenesulfonimidamide